(E)-3-(6-Fluoro-5-(4-fluoro-3-(5-(7-hydroxy-2-(3-iodophenyl)-6,6-dimethylheptan-2-yl)-4H-1,2,4-triazol-3-yl)phenoxy)-1H-indol-4-yl)acrylic acid FC1=C(C(=C2C=CNC2=C1)/C=C/C(=O)O)OC1=CC(=C(C=C1)F)C1=NN=C(N1)C(C)(CCCC(CO)(C)C)C1=CC(=CC=C1)I